ClC1=CC=C(C=C1)C=1C=C(C(N(N1)C1=CC(=CC=C1)F)=O)C(=O)NC1(CCCCC1)CO 6-(4-chlorophenyl)-2-(3-fluorophenyl)-N-[1-(hydroxymethyl)cyclohexyl]-3-oxo-2,3-dihydropyridazine-4-carboxamide